N-(1-cyclohexylethyl)-2-oxo-2,3-dihydro-1H-benzo[d]imidazole-5-sulfonamide C1(CCCCC1)C(C)NS(=O)(=O)C1=CC2=C(NC(N2)=O)C=C1